FC=1C=C(C=CC1N)C=1C(=C(C(=CC1[2H])[2H])OC([2H])([2H])[2H])[2H] 3-fluoro-3'-(methoxy-d3)-[1,1'-biphenyl]-2',4',6'-d3-4-amine